CC1(CCN(CC1)C=1OC2=C(C=C(C=C2C(C1)=O)C)C(C)NC1=C(C(=O)O)C=CC(=C1)C)C 2-((1-(2-(4,4-dimethylpiperidin-1-yl)-6-methyl-4-oxo-4H-chromen-8-yl)ethyl)amino)-4-methylbenzoic acid